ClC=1C=C(C=C(C1)F)NC(NC1=C(C(=O)NCCC)C=CC(=C1)F)=O 2-[3-(3-chloro-5-fluorophenyl)ureido]-4-fluoro-N-propylbenzamide